2,6-diphenyl-1-[2,6-bis(2,6-dimethoxyphenyl)phenyl]-phospha-cyclohexane C1(=CC=CC=C1)C1P(C(CCC1)C1=CC=CC=C1)C1=C(C=CC=C1C1=C(C=CC=C1OC)OC)C1=C(C=CC=C1OC)OC